BrC1=CC=C(C=N1)C(=O)N1C(C(NC(C1([2H])[2H])([2H])[2H])([2H])[2H])([2H])[2H] (6-bromo-3-pyridinyl)-(2,2,3,3,5,5,6,6-octadeuteropiperazin-1-yl)methanone